N1(CCOCC1)C=1C=C(C=2N(C1)N=CC2C#N)OC2CCC(CC2)NC2=NC=CC(=N2)C 6-(Morpholin-4-yl)-4-{[(1s,4s)-4-[(4-methylpyrimidin-2-yl)amino]cyclohexyl]oxy}pyrazolo[1,5-a]pyridine-3-carbonitrile